(E)-7-(4-ethylphenylmethylene)-8-oxo-5,6,7,8-tetrahydronaphthalene-2-carboxylic acid C(C)C1=CC=C(C=C1)\C=C\1/CCC=2C=CC(=CC2C1=O)C(=O)O